(S)-1-cyano-N-(5-(3-(methylcarbamoyl)phenyl)thiazol-2-yl)pyrrolidine-3-carboxamide C(#N)N1C[C@H](CC1)C(=O)NC=1SC(=CN1)C1=CC(=CC=C1)C(NC)=O